CC=1C=NC(=NC1)C1=CC=CC=C1 2-(5-methylpyrimidinyl)benzene